N-butyl-dichlorothiophosphoryl-amide C(CCC)[N-]P(=S)(Cl)Cl